C/C(/CCC=O)=C/C1=CC=C(C=C1)C (4Z)-4-methyl-5-(4-methylphenyl)-pent-4-enal